2-butyn-1,4-diyldiformate C(C#CCC(=O)[O-])C(=O)[O-]